FC(C(=O)O)(F)F.NCCOCCN1C(C=CC1=O)=O 1-(2-(2-aminoethoxy)ethyl)-1H-pyrrole-2,5-dione trifluoroacetic acid salt